NNC(NC1=CC=CC=C1)=O 3-amino-1-phenylurea